(2E)-2-([2-[1-(triphenylmethyl)-1H-imidazol-4-yl]phenyl]methylidene)-8-thiaspiro[4.5]decan-1-one C1(=CC=CC=C1)C(N1C=NC(=C1)C1=C(C=CC=C1)\C=C/1\C(C2(CC1)CCSCC2)=O)(C2=CC=CC=C2)C2=CC=CC=C2